[(3S,4S,5R,6S)-6-[3-[[4-(4-Allyloxybutyl)phenyl]methyl]-4-methyl-phenyl]-3,4,5-tribenzyloxy-2-(hydroxymethyl)-6-methoxy-tetrahydropyran-2-yl]methanol C(C=C)OCCCCC1=CC=C(C=C1)CC=1C=C(C=CC1C)[C@]1([C@@H]([C@H]([C@@H](C(O1)(CO)CO)OCC1=CC=CC=C1)OCC1=CC=CC=C1)OCC1=CC=CC=C1)OC